2-Oxo-2-((1-(thiazol-2-yl)ethyl)(6-(trifluoromethyl)-2,3-dihydrobenzofuran-3-yl)amino)acetic acid methyl ester COC(C(N(C1COC2=C1C=CC(=C2)C(F)(F)F)C(C)C=2SC=CN2)=O)=O